C(C)(C)(C)OC(=O)N[C@@H]1[C@H](CCCC1)C(=O)ON1C(C2=CC=CC=C2C1=O)=O 1,3-dioxoisoindol-2-yl (1S,2S)-2-[(tert-butoxycarbonyl)amino]cyclohexane-1-carboxylate